C(#N)[C@H]1N(CSC1)C(CNC(=O)C1=CC=NC2=CC=C(C=C12)N1CC(C1)(CS(=O)(=O)C)C)=O (R)-N-(2-(4-Cyanothiazolidin-3-yl)-2-oxoethyl)-6-(3-methyl-3-((methylsulfonyl)-methyl)azetidin-1-yl)quinoline-4-carboxamide